(2R,3R,4R,5S)-1-(8-(furan-2-yl)octyl)-2-(hydroxymethyl)piperidine-3,4,5-triol O1C(=CC=C1)CCCCCCCCN1[C@@H]([C@H]([C@@H]([C@H](C1)O)O)O)CO